CC\1(NCC/C1=C\C#CC1=CC=CC(=N1)NC)C 6-[(3E)-3-(2,2-dimethylpyrrolidin-3-ylidene)prop-1-yn-1-yl]-N-methylpyridin-2-amine